COC1=CC(=NC=C1)C=1C=CC2=C(C=3CN(C(C3C=C2)=O)CC(C(=O)N)=C)C1 2-{[8-(4-methoxypyridin-2-yl)-3-oxo-1H,2H,3H-benzo[e]isoindol-2-yl]methyl}prop-2-enamide